1-(3,5-difluoro-6-methylpyridin-2-yl)-1H-pyrazol-3-amine FC=1C(=NC(=C(C1)F)C)N1N=C(C=C1)N